CN1C(CN(C(C1)C)C)C(=O)O N,N'-dimethyl-5-methyl-piperazine-2-carboxylic acid